1-methyl-3-(2,3,5,6-tetrafluorophenoxy)azetidine CN1CC(C1)OC1=C(C(=CC(=C1F)F)F)F